The molecule is a member of the class of benzofurans that is 1-benzofuran substituted by a 2-hydroxy-4-methoxyphenyl group at position 2 and a 3-hydroxypropyl group at position 5. It is a lignan derivative isolated from the roots of Krameria lappacea. It has a role as an anti-inflammatory agent, a cyclooxygenase 1 inhibitor, a cyclooxygenase 2 inhibitor, a plant metabolite and a NF-kappaB inhibitor. It is a member of benzofurans, a monomethoxybenzene, a member of phenols and a primary alcohol. COC1=CC(=C(C=C1)C2=CC3=C(O2)C=CC(=C3)CCCO)O